C1(CCCCC1)CNC1(C=CC(=CN1)C1=CNNC1)N1CC2N(C(C1)C2)CC=2C=NC(=CC2)OC 6-((cyclohexylmethyl)amino)-4-(6-(6-((6-methoxypyridin-3-yl)methyl)-3,6-diazabicyclo[3.1.1]Heptane-3-yl)pyridin-3-yl)pyrazoline